C1=CC=CC=2C3=CC=CC=C3C(C12)COC(=O)N[C@@H](COC(C)(C)C)C(=O)O N-[(9H-fluorene-9-ylmethoxy)carbonyl]-O-tertiary butyl-L-serine